C[C@H]1N(CCN(C1)C)[C@@H](C(=O)NC=1C=CC=C2C(=CNC12)C1=NC(=NC=C1C)NC=1C(=NN(C1)C)OC)C (2R)-2-[(2R)-2,4-dimethylpiperazin-1-yl]-N-(3-{2-[(3-methoxy-1-methyl-1H-pyrazol-4-yl)amino]-5-methylpyrimidin-4-yl}-1H-indol-7-yl)propanamide